methyl N-(2-(4-(((allyloxy)carbonyl)amino)phenyl)thiazole-4-carbonyl)-O-(tert-butyldiphenylsilyl)-L-serinate C(C=C)OC(=O)NC1=CC=C(C=C1)C=1SC=C(N1)C(=O)N[C@@H](CO[Si](C1=CC=CC=C1)(C1=CC=CC=C1)C(C)(C)C)C(=O)OC